trioctylamine, tetrabutylammonium salt C(CCC)[N+](CCCC)(CCCC)CCCC.C(CCCCCCC)N(CCCCCCCC)CCCCCCCC